CN1N=CC(=C1)N1C(N2C(C1)=CC=C2)=O 2-(1-methyl-1H-pyrazol-4-yl)-1,2-dihydro-3H-pyrrolo[1,2-c]imidazol-3-one